CC1=C2C=CCC2=C(C=C1)C.[Li] lithium 4,7-dimethylindene salt